NC1=C(C(N(C2=CC(=CC=C12)C)C1=CC=C(C=C1)N)=O)C(=O)OC methyl 4-amino-1-(4-aminophenyl)-2-oxo-7-methyl-1,2-dihydroquinoline-3-carboxylate